FC1(CCC(CC1)C(C)(O)C1=CC=CC=C1)F 1-(4,4-difluorocyclohexyl)-1-phenylethan-1-ol